ethyl 6,7-dichloro-3-(1-(tetrahydro-2H-pyran-2-yl)-1H-pyrazol-4-yl)-1-(1-((trimethylsilyl)methyl)-1H-1,2,3-triazol-4-yl)-1H-indole-2-carboxylate ClC1=CC=C2C(=C(N(C2=C1Cl)C=1N=NN(C1)C[Si](C)(C)C)C(=O)OCC)C=1C=NN(C1)C1OCCCC1